(R)-8-(7-chloro-1H-indole-2-carbonyl)-N-((S)-4-fluoro-3-oxo-1-((R)-2-oxopyrrolidin-3-yl)butan-2-yl)-5-oxa-8-azaspiro[3.5]nonane-9-carboxamide ClC=1C=CC=C2C=C(NC12)C(=O)N1CCOC2(CCC2)[C@@H]1C(=O)N[C@@H](C[C@@H]1C(NCC1)=O)C(CF)=O